3-Iodo-1H-indazole-6-carbaldehyde IC1=NNC2=CC(=CC=C12)C=O